OCC=1N=C(SC1)C1(CCOCC1)N[S@](=O)C(C)(C)C (R)-N-(4-(4-(hydroxymethyl)thiazol-2-yl)tetrahydro-2H-pyran-4-yl)-2-methylpropan-2-sulfinamide